N-{2-[4-(1,3-benzoxazol-2-yl)-5-methoxy-1-methyl-6-oxopyrimidin-2-yl]-3-cyclobutyl-1,3-benzodiazol-5-yl}acetamide O1C(=NC2=C1C=CC=C2)C=2N=C(N(C(C2OC)=O)C)C=2N(C1=C(N2)C=CC(=C1)NC(C)=O)C1CCC1